1,4-bis[2-(4-hydroxyphenyl)ethynyl]benzene OC1=CC=C(C=C1)C#CC1=CC=C(C=C1)C#CC1=CC=C(C=C1)O